N-((R)-1-(3-(difluoromethyl)-2-fluorophenyl)ethyl)-4-(((3aR,5r,6aS)-2-methyloctahydrocyclopenta[c]pyrrol-5-yl)amino)-6-oxo-1,6-dihydropyridine-3-carboxamide FC(C=1C(=C(C=CC1)[C@@H](C)NC(=O)C1=CNC(C=C1NC1C[C@@H]2[C@@H](CN(C2)C)C1)=O)F)F